(R)-3-(5-(difluoromethyl)-1,3,4-oxadiazol-2-yl)-8-(hexahydropyrazino[2,1-c][1,4]oxazin-8(1H)-yl)-N-(3-methyloxetan-3-yl)imidazo[1,5-a]pyridine-6-sulfonamide FC(C1=NN=C(O1)C1=NC=C2N1C=C(C=C2N2C[C@@H]1COCCN1CC2)S(=O)(=O)NC2(COC2)C)F